(E)-5-(5-(3-(4-(dimethylamino)phenyl)-3-oxoprop-1-en-1-yl)furan-2-yl)-2-hydroxybenzoic acid CN(C1=CC=C(C=C1)C(/C=C/C1=CC=C(O1)C=1C=CC(=C(C(=O)O)C1)O)=O)C